CC1(COC2=C(C1)C=CC=C2)C 3,3-dimethylbenzopyran